6-chloro-N-((3-(3,5-dimethyl-1H-pyrazol-1-yl)azetidin-3-yl)methyl)-2-(trifluoromethyl)quinolin-4-amine ClC=1C=C2C(=CC(=NC2=CC1)C(F)(F)F)NCC1(CNC1)N1N=C(C=C1C)C